C(CC)OCCOCCOCCC diethylene glycol di-n-propyl ether